COC1=CC=C(N=N1)C(C(=O)N)C (6-methoxypyridazin-3-yl)propanamide